O1C(CCC1)COC(=O)C1=C(NC=2C[C@H](CC(C2[C@@H]1C1=C(C=CC=C1)F)=O)C1=C(C=CC=C1)OC)C (4S,7R)-4-(2-fluorophenyl)-7-(2-methoxyphenyl)-2-methyl-5-oxo-1,4,5,6,7,8-hexahydro-3-quinolinecarboxylic acid tetrahydro-2-furanylmethyl ester